N-(2-chlorophenyl)-4-((2-((4-((4-(3-(4-(4-(2,6-dioxopiperidin-3-yl)phenyl)piperazin-1-yl)propyl)piperidin-1-yl)carbamoyl)phenyl)amino)-5-fluoropyrimidin-4-yl)amino)benzamide ClC1=C(C=CC=C1)NC(C1=CC=C(C=C1)NC1=NC(=NC=C1F)NC1=CC=C(C=C1)C(NN1CCC(CC1)CCCN1CCN(CC1)C1=CC=C(C=C1)C1C(NC(CC1)=O)=O)=O)=O